CN(C)CC1=C(NC2=CC=CC=C12)C=O 3-DIMETHYLAMINOMETHYL-1H-INDOLE-2-CARBALDEHYDE